4-(Oxetan-2-yl)-4-phenethylpiperidine-1-carboxylic acid tert-butyl ester C(C)(C)(C)OC(=O)N1CCC(CC1)(CCC1=CC=CC=C1)C1OCC1